4-[(1S)-1-ethynyl-6-azaspiro[2.5]octan-6-ylsulfonyl]-2-methoxyaniline C(#C)[C@H]1CC12CCN(CC2)S(=O)(=O)C2=CC(=C(N)C=C2)OC